2-{2-[2-(2-{[(tert-butoxy)carbonyl]amino}ethoxy)ethoxy]ethoxy}acetic acid C(C)(C)(C)OC(=O)NCCOCCOCCOCC(=O)O